3-hydroxy-2-oxopropyl 2,5-dichloro-6-methoxybenzoate ClC1=C(C(=O)OCC(CO)=O)C(=C(C=C1)Cl)OC